C(C)(C)(C)OC(=O)N[C@@H](CO)C(=O)O (S)-N-t-butyloxycarbonyl-serine